mono-acetyl-glycerol C(C)(=O)C(CO)(O)CO